ClC1=C(C=CC=C1COC1=NC=2CCN(CC2C=C1)CC(=O)O)C1=C(C=CC=C1)F 2-(2-((2-Chloro-2'-fluoro-[1,1'-biphenyl]-3-yl)methoxy)-7,8-dihydro-1,6-naphthyridin-6(5H)-yl)acetic acid